3-chloro-6-(3-chloro-2-fluorophenyl)-2-((tetrahydro-2H-pyran-3-yl)methyl)-2,4,5,6-tetrahydro-7H-pyrazolo[3,4-c]pyridin-7-one ClC=1N(N=C2C(N(CCC21)C2=C(C(=CC=C2)Cl)F)=O)CC2COCCC2